2-[(1S)-1-cyclohexylethoxy]-4-(3-ethyl-4-methyl-5-oxo-4,5-dihydro-1H-1,2,4-triazol-1-yl)-5-fluoro-N-[4-(methylthio)phenyl]benzamide C1(CCCCC1)[C@H](C)OC1=C(C(=O)NC2=CC=C(C=C2)SC)C=C(C(=C1)N1N=C(N(C1=O)C)CC)F